Cl.COC=1C=C2CC[C@@H](CC2=CC1)N (2S)-6-methoxytetralin-2-amine hydrochloride